C(C=CC=CC=CC=CC=CC=CCCCCCCCCC)(=O)NCCOC(CCCCCCCCCCCCCCC)=O n-hexadecanoic acid-(docosahexenamidoethyl) ester